OCCN(C(C1=CC(=CC=C1)NC1=NC=C(C(=N1)NCC=1C(=NC=CC1)N(S(=O)(=O)C)C)C(F)(F)F)=O)CCC N-(2-hydroxyethyl)-3-({4-[({2-[methyl(methylsulfonyl)amino]pyridin-3-yl}methyl)amino]-5-(trifluoromethyl)pyrimidin-2-yl}amino)-N-propylbenzamide